ClC1=CC=C(C(=C1C(=O)OC)C)B1OC(C(O1)(C)C)(C)C methyl 6-chloro-2-methyl-3-(4,4,5,5-tetramethyl-1,3,2-dioxaborolan-2-yl)benzoate